CC1(CC1)C 1,1-dimethyl-cyclopropane